3-(3-chloro-4-hydroxybenzamido)-N-(2-methoxybenzyl)thiophene-2-carboxamide ClC=1C=C(C(=O)NC2=C(SC=C2)C(=O)NCC2=C(C=CC=C2)OC)C=CC1O